CCCCCCC/C=C\CCCCCCCC(=O)OC[C@H](COP(=O)(O)OC[C@@H](C(=O)O)N)OC(=O)CCCC/C=C\C/C=C\C/C=C\C/C=C\CC 1-(9Z-heptadecenoyl)-2-(6Z,9Z,12Z,15Z-octadecatetraenoyl)-glycero-3-phosphoserine